C(C)(C)(C)OOC(C)(C)C1=C(C=CC=C1)C(C)(C)OOC(C)(C)C Di(T-butyl-peroxyisopropyl)benzene